CN(/C=C/C=O)C (2E)-3-(dimethylamino)prop-2-enal